(R)-7-((S)-4-acryloyl-2-methylpiperazin-1-yl)-9-chloro-3-((1-methylpiperidin-4-yl)-methyl)-10-(2,4,6-trifluorophenyl)-2H-[1,4]thiazino[2,3,4-ij]-quinazolin-5(3H)-one C(C=C)(=O)N1C[C@@H](N(CC1)C1=NC(N2C3=C(C(=C(C=C13)Cl)C1=C(C=C(C=C1F)F)F)SC[C@H]2CC2CCN(CC2)C)=O)C